3-[5-amino-3-(2,6-dimethyl-4-pyridyl)pyrazolo[1,5-a]pyrimidin-2-yl]benzonitrile NC1=NC=2N(C=C1)N=C(C2C2=CC(=NC(=C2)C)C)C=2C=C(C#N)C=CC2